methyl (R)-4-(2-(4,7-difluoro-3,3-dimethyl-2-oxo-5-(trifluoromethyl)indolin-1-yl)acetamido)-3-fluorobutanoate FC1=C2C(C(N(C2=C(C=C1C(F)(F)F)F)CC(=O)NC[C@@H](CC(=O)OC)F)=O)(C)C